N-(1-(azetidin-1-ylmethyl)cyclopropyl)-2-fluoro-2-(m-tolyl)propanamide N1(CCC1)CC1(CC1)NC(C(C)(C=1C=C(C=CC1)C)F)=O